5-bromo-2-fluoro-3-(2,2,2-trifluoroethoxy)pyridine BrC=1C=C(C(=NC1)F)OCC(F)(F)F